NC1=NN(C(=C1)C)C[C@@H](C)O (R)-1-(3-Amino-5-methyl-1H-pyrazol-1-yl)propan-2-ol